C1(=CC=CC=2C3=CC=CC=C3NC12)C=1C=C(C=C(C1)C#N)C1=CC(=CC=C1)C1=CC=CC=2C3=CC=CC=C3NC12 3,3'-biscarbazolyl-5-cyanobiphenyl